O[C@]1(C(CN(CC1)C([C@@H](CC(F)(F)F)C)=O)(C)C)CN1C=C(C(=CC1=O)C1=CC=CC=C1)C(=O)N(C)C 1-(((R)-4-hydroxy-3,3-dimethyl-1-((R)-4,4,4-trifluoro-2-methylbutanoyl)piperidin-4-yl)methyl)-N,N-dimethyl-6-oxo-4-phenyl-1,6-dihydropyridine-3-carboxamide